4-(2-(4-aminopiperidin-1-yl)-5-chloropyrimidine-4-yl)-2-fluorobenzonitrile NC1CCN(CC1)C1=NC=C(C(=N1)C1=CC(=C(C#N)C=C1)F)Cl